The molecule is a gamma-lactone that is 5-(hydroxymethyl)furan-2(5H)-one substituted at positions 3 and 4 by hydroxy groups (the 5R-stereoisomer). It has a role as a cofactor, an antioxidant and a fungal metabolite. It is a conjugate acid of a dehydro-D-arabinono-1,4-lactone(1-). C([C@@H]1C(=C(C(=O)O1)O)O)O